(R)-7-(4-fluorobenzoyl)-8-methyl-3-(3-methyl-1,2,4-thiadiazol-5-yl)-5,6,7,8-tetrahydroimidazo[1,5-a]pyrazin-1-aldehyde FC1=CC=C(C(=O)N2[C@@H](C=3N(CC2)C(=NC3C=O)C3=NC(=NS3)C)C)C=C1